C(C)OC(CC1CN(C1)C(=O)OC(C)(C)C)=O tert-Butyl 3-(2-ethoxy-2-oxoethyl)azetidine-1-carboxylate